The molecule is a terpene ketone derived from ring cleavage of the apo carotenoid beta-ionone. It has a role as a fragrance. It derives from a beta-ionone. CC(=CCC/C(=C/C=C/C(=O)C)/C)C